Ethyl 3-(4-cyano-1H-pyrazol-1-yl)-2-hydroxypropionate C(#N)C=1C=NN(C1)CC(C(=O)OCC)O